NC1(C(C(=C(C(=C1[N+](=O)[O-])N)[N+](=O)[O-])N)[N+](=O)[O-])[N+](=O)[O-] 1,3,5-triamino-2,4,6-trinitroNitrobenzene